C1(=CC=CC=C1)CC(CC)=O (1-phenyl)butanone